CCCCCCC\C=C\CCCCCCCC (E)-8-heptadecene